O1-benzyl-O4-[3-[(1-tert-butoxycarbonyl-4-piperidinyl)oxy]cyclobutyl]piperazine-1,4-dicarboxylic acid C(C1=CC=CC=C1)OC(=O)N1CCN(CC1)C(=O)OC1CC(C1)OC1CCN(CC1)C(=O)OC(C)(C)C